(4R,5S,6S)-6-((R)-1-hydroxyethyl)-4-methyl-7-oxo-3-(((R)-1-(piperidin-4-ylmethyl)pyrrolidin-3-yl)thio)-1-azabicyclo[3.2.0]hept-2-ene O[C@H](C)[C@@H]1[C@H]2[C@H](C(=CN2C1=O)S[C@H]1CN(CC1)CC1CCNCC1)C